2-(5-ethoxycarbonyl-1,3,5-trimethyl-pyrrol-3-yl)-2-oxo-acetic acid C(C)OC(=O)C1(CC(CN1C)(C)C(C(=O)O)=O)C